(E)-6-bromo-4-methylhex-4-enoic acid ethyl ester C(C)OC(CC\C(=C\CBr)\C)=O